C1(CCCC1)N1[C@@H](C(N(C=2C=NC(=NC12)NC1=C(C=C(C=C1)N1C(=CC=C1)CN(C)C)OC)C)=O)CC (R)-8-cyclopentyl-2-((4-(2-((dimethylamino)methyl)-1H-pyrrol-1-yl)-2-methoxyphenyl)amino)-7-ethyl-5-methyl-7,8-dihydro-pteridin-6(5H)-one